CC=1C=C(C=CC1C)Br 3,4-dimethyl-bromobenzene